Tetrahydroimidazo[4,5-d]imidazole-2,5(1H,3H)-dion N1C(NC2C1NC(N2)=O)=O